N-propylbenzene-1,3-diamine C(CC)NC1=CC(=CC=C1)N